tert-Butyl 9-(5-((1R,3R)-2-(2-fluoro-2-methylpropyl)-3-methyl-2,3,4,9-tetrahydro-1H-pyrido[3,4-b]indol-1-yl)pyrimidin-2-yl)-3,9-diazaspiro[5.5]undecane-3-carboxylate FC(CN1[C@@H](C=2NC3=CC=CC=C3C2C[C@H]1C)C=1C=NC(=NC1)N1CCC2(CCN(CC2)C(=O)OC(C)(C)C)CC1)(C)C